ClC=1C=C(CC2=CN=C(S2)NC(=O)C2=NN(C(C=C2)=O)C)C=CC1 N-(5-(3-chlorobenzyl)thiazol-2-yl)-1-methyl-6-oxo-1,6-dihydropyridazine-3-carboxamide